(2R,3S)-1-tert-butoxycarbonyL-3-hydroxy-pyrrolidine-2-carboxylic acid C(C)(C)(C)OC(=O)N1[C@H]([C@H](CC1)O)C(=O)O